Methyl (((1-acetyl-4-phenethylpiperidin-4-yl)oxy)carbonyl)-L-leucinate C(C)(=O)N1CCC(CC1)(CCC1=CC=CC=C1)OC(=O)N[C@@H](CC(C)C)C(=O)OC